N,N'-((1,1,3,3-tetraethoxydisiloxane-1,3-diyl)bis(propane-3,1-diyl))bis(1,1,1-trimethyl-N-(trimethylsilyl)silaneAmine) C(C)O[Si](O[Si](OCC)(OCC)CCCN([Si](C)(C)C)[Si](C)(C)C)(OCC)CCCN([Si](C)(C)C)[Si](C)(C)C